5-bromo-pyridine-3-carboxylate BrC=1C=C(C=NC1)C(=O)[O-]